(S)-2-amino-2-oxo-1-phenylethyl 4-methylbenzenesulfonate CC1=CC=C(C=C1)S(=O)(=O)O[C@H](C(=O)N)C1=CC=CC=C1